(3-methoxy-4-((3-(3-(2,2,2-trifluoroethyl)-7-(((Z)-1,3,5-trimethylpiperidin-4-yl)amino)benzo[b]thiophen-2-yl)prop-2-yn-1-yl)amino)phenyl)dimethylphosphine oxide COC=1C=C(C=CC1NCC#CC1=C(C2=C(S1)C(=CC=C2)NC2C(CN(CC2C)C)C)CC(F)(F)F)P(C)(C)=O